tert-butyl 2-(4-(7-aminobenzo[d]imidazo[2,1-b]thiazol-2-yl)-3-fluorophenyl)pyrrolidine-1-carboxylate NC1=CC2=C(N3C(S2)=NC(=C3)C3=C(C=C(C=C3)C3N(CCC3)C(=O)OC(C)(C)C)F)C=C1